(5RS,7RS)-2-[(3,5-Difluoropyridin-2-yl)methyl]-5-{[(3S)-3-fluoropyrrolidin-1-yl]carbonyl}-7-(trifluoromethyl)-5,6,7,8-tetrahydro[1,2,4]triazolo[4,3-a]pyridin-3(2H)-one FC=1C(=NC=C(C1)F)CN1N=C2N([C@H](C[C@H](C2)C(F)(F)F)C(=O)N2C[C@H](CC2)F)C1=O |&1:13,15|